Br[O-].[Na+] sodium hypobromite salt